[Br-].NCCCN1C=[N+](C=C1)C 1-(3-aminopropyl)-3-methylimidazolium bromide